methyl 2-((1-oxo-3,4-dihydro-2,7-naphthyridin-2(1H)-yl)methyl)benzofuran-7-carboxylate O=C1N(CCC2=CC=NC=C12)CC=1OC2=C(C1)C=CC=C2C(=O)OC